FC1=C(C=CC(=C1)F)C#CC1=CC=C(C(=O)NCC2(CCCCC2)O)C=C1 4-((2,4-difluorophenyl)ethynyl)-N-((1-hydroxycyclohexyl)methyl)benzamide